N-(6-(furan-3-yl)-2-(3-hydroxy-3-methylbutyl)-2H-indazol-5-yl)-2-(4-hydroxypiperidin-1-yl)thiazole-4-carboxamide O1C=C(C=C1)C=1C(=CC2=CN(N=C2C1)CCC(C)(C)O)NC(=O)C=1N=C(SC1)N1CCC(CC1)O